1-{2-methyl-6-[(pyrrolidin-1-yl)carbonyl]pyridin-3-yl}piperazine trifluoroacetate FC(C(=O)O)(F)F.CC1=NC(=CC=C1N1CCNCC1)C(=O)N1CCCC1